COC(=O)C1=CC2=C(N(C(=N2)C2=CC=3C(=NC(=CC3)Br)N2COCC[Si](C)(C)C)C)C(=C1)OC.C(C)(=O)C=1OC=CC1 2-ACETYL-FURAN methyl-2-(6-bromo-1-((2-(trimethylsilyl)ethoxy)methyl)-1H-pyrrolo[2,3-b]pyridin-2-yl)-7-methoxy-1-methyl-1H-benzo[d]imidazole-5-carboxylate